N-(5-((6-((R)-3-(3-cyanophenyl)isoxazolidine-2-yl)pyrimidine-4-yl)amino)-2-(4-((S)-3-(dimethylamino)pyrrolidine-1-yl)piperidine-1-yl)-4-methoxyphenyl)acrylamide C(#N)C=1C=C(C=CC1)[C@@H]1N(OCC1)C1=CC(=NC=N1)NC=1C(=CC(=C(C1)NC(C=C)=O)N1CCC(CC1)N1C[C@H](CC1)N(C)C)OC